(R)-N-(1-cyclopropylethyl)-5-(imidazo[1,2-a]pyrimidin-6-yl)-4-methoxypyrrolo[2,1-f][1,2,4]triazin-2-amine C1(CC1)[C@@H](C)NC1=NN2C(C(=N1)OC)=C(C=C2)C=2C=NC=1N(C2)C=CN1